C(C1=CC=CC=C1)N(CCCO)C 3-[benzyl(methyl)amino]propan-1-ol